CN(C1CCC2(CCN(CC2)C(=O)NCC(F)(F)F)CC1)C=1C2=C(N=CN1)NC=C2 9-(Methyl(7H-pyrrolo[2,3-d]pyrimidin-4-yl)amino)-N-(2,2,2-trifluoroethyl)-3-azaspiro[5.5]undecan-3-carboxamid